C(C1=CC=CC=C1)OC(=O)N1CC2=C(C=CC(=C2CC1)CC1CCN(CC1)C1=C(C=C(C=C1)NC1C(NC(CC1)=O)=O)F)F 5-[[1-[4-[(2,6-dioxo-3-piperidinyl)amino]-2-fluoro-phenyl]-4-piperidinyl]methyl]-8-fluoro-3,4-dihydro-1H-isoquinoline-2-carboxylic acid benzyl ester